BrC#CCCCO[Si](C)(C)C(C)(C)C 5-bromopent-4-ynoxy-tert-butyl-dimethyl-silane